2-bromo-5-(2,5-dimethyl-1H-pyrrol-1-yl)pyridine BrC1=NC=C(C=C1)N1C(=CC=C1C)C